6-chloro-3-fluoropyridine-2-sulfonic acid ClC1=CC=C(C(=N1)S(=O)(=O)O)F